BrC1=CC(N(C=C1OC1=C(C=C(C=C1C([2H])([2H])[2H])F)C([2H])([2H])[2H])C)=O 4-bromo-5-(4-fluoro-2,6-bis(methyl-d3)phenoxy)-1-methylpyridin-2(1H)-one